3,5-dichloro-N-(4-(N-(4-bromophenyl)sulfamoyl)phenyl)benzenesulfonamide ClC=1C=C(C=C(C1)Cl)S(=O)(=O)NC1=CC=C(C=C1)S(NC1=CC=C(C=C1)Br)(=O)=O